CCCCC/C=C\\C/C=C\\CCCCCCC/C=C/C(=O)SCCNC(=O)CCNC(=O)[C@@H](C(C)(C)COP(=O)([O-])OP(=O)([O-])OC[C@@H]1[C@H]([C@H]([C@@H](O1)N2C=NC3=C(N=CN=C32)N)O)OP(=O)([O-])[O-])O The molecule is a 2,3-trans-enoyl CoA(4-) obtained by deprotonation of the phosphate and diphosphate OH groups of (2E,11Z,14Z)-icosatrienoyl-CoA; major species at pH 7.3. It is a conjugate base of a (2E,11Z,14Z)-icosatrienoyl-CoA.